C12CC(CC(CC1)N2)N(C=2SC1=C(N2)C(=CC(=C1)C=1C=CC=2N(N1)C=C(N2)C)F)C N-[(3-exo)-8-Azabicyclo[3.2.1]oct-3-yl]-4-fluoro-N-methyl-6-(2-methylimidazo[1,2-b]pyridazin-6-yl)-1,3-benzothiazol-2-amin